FC1=NC(=NC(=N1)C(F)(F)F)C(F)(F)F 2-fluoro-4,6-bis(trifluoromethyl)-1,3,5-triazine